FC(CN1C[C@H](N(CC1)CC1=C2C=CN(C2=C(C=C1OC)C)C(=O)OC(C)(C)C)C1=CC(=C(C=C1)C(=O)OC)OC)F tert-Butyl (R)-4-((4-(2,2-difluoroethyl)-2-(3-methoxy-4-(methoxycarbonyl)phenyl)piperazin-1-yl)methyl)-5-methoxy-7-methyl-1H-indole-1-carboxylate